ClC1=CC=C(C=C1)NC(N(CCN1CCOCC1)C1=C(C(=O)N)C=CC=C1)=O {3-(4-chlorophenyl)-1-[2-(4-morpholinyl)ethyl]ureido}benzamide